(3-(2-bromoethoxy)phenyl)methanol BrCCOC=1C=C(C=CC1)CO